F[C@@H]1CN(CC[C@@H]1N1CC(C1)(N1N=CC(=C1)C=1C2=C(N=CN1)NC=C2)CC#N)C(=O)C2=NC(=NC=C2)C(F)(F)F {1-(cis-3-Fluoro-1-{[2-(trifluoromethyl)pyrimidin-4-yl]carbonyl}piperidin-4-yl)-3-[4-(7H-pyrrolo[2,3-d]pyrimidin-4-yl)-1H-pyrazol-1-yl]azetidin-3-yl}acetonitrile